5,5',5'',5'''-((5-(4,6-diphenylpyrimidin-2-yl)-1,3-phenylene)bis(9H-carbazole-9,3,6-triyl))tetrakis(5H-pyrido[4,3-b]indole) C1(=CC=CC=C1)C1=NC(=NC(=C1)C1=CC=CC=C1)C=1C=C(C=C(C1)N1C2=CC=C(C=C2C=2C=C(C=CC12)N1C2=C(C=3C=CC=CC13)C=NC=C2)N2C1=C(C=3C=CC=CC23)C=NC=C1)N1C2=CC=C(C=C2C=2C=C(C=CC12)N1C2=C(C=3C=CC=CC13)C=NC=C2)N2C1=C(C=3C=CC=CC23)C=NC=C1